tert-butyl 3-[4-[[2-(2,6-dioxo-3-piperidyl)-1-oxo-isoindolin-4-yl]amino]-1-piperidyl]propanoate O=C1NC(CCC1N1C(C2=CC=CC(=C2C1)NC1CCN(CC1)CCC(=O)OC(C)(C)C)=O)=O